NC1=NC(=C(C(=C1C#N)C=1C=C(C=CC1)C1=CC=C(C=C1)C)C#N)N1CCCCC1 2-amino-4-(4'-methyl-[1,1'-biphenyl]-3-yl)-6-(piperidin-1-yl)pyridine-3,5-dicarbonitrile